NCC=1C=C2CN(CC2=CC1)C(=O)OC(C)(C)C tert-butyl 5-(aminomethyl)-2,3-dihydro-1H-isoindole-2-carboxylate